propylstearyl alcohol C(CC)CCCCCCCCCCCCCCCCCCO